methyl (2Z)-2-{[(benzyloxy)carbonyl]amino}-3-{4-[(tert-butoxycarbonyl)(methyl)amino]naphthalen-2-yl}prop-2-enoate C(C1=CC=CC=C1)OC(=O)N\C(\C(=O)OC)=C/C1=CC2=CC=CC=C2C(=C1)N(C)C(=O)OC(C)(C)C